(E)-3-(1,3-benzodioxol-5-yl)-N-(2-methoxyethyl)-N-phenylprop-2-enamide O1COC2=C1C=CC(=C2)/C=C/C(=O)N(C2=CC=CC=C2)CCOC